ClC1=CC=C2C(=CC(=NC2=C1)C1=CC=C(\C=N\S(=O)C(C)(C)C)C=C1)CN1CCOCC1 (E)-N-(4-(7-chloro-4-(morpholinomethyl)quinolin-2-yl)benzylidene)-2-methylpropane-2-sulfinamide